1-[3-(1,2,4-triazol-1-yl)pyrazin-2-yl]ethanone N1(N=CN=C1)C=1C(=NC=CN1)C(C)=O